butyl ((6-bromo-1-oxo-1,2,3,4-tetrahydroisoquinolin-3-yl)methyl)(methyl)carbamate BrC=1C=C2CC(NC(C2=CC1)=O)CN(C(OCCCC)=O)C